6-fluoro-7-(2-fluoro-6-hydroxyphenyl)-1-(2-isopropyl-4-(methylthio)pyridin-3-yl)pyrido[2,3-d]pyrimidin-2(1H)-one FC1=CC2=C(N(C(N=C2)=O)C=2C(=NC=CC2SC)C(C)C)N=C1C1=C(C=CC=C1O)F